(R)-2-(3-(2,5-dichloropyrimidin-4-yl)-5-oxo-5H-pyrrolo[3,4-b]pyridin-6(7H)-yl)-N-(1-(6-methoxypyridin-2-yl)ethyl)acetamide ClC1=NC=C(C(=N1)C=1C=C2C(=NC1)CN(C2=O)CC(=O)N[C@H](C)C2=NC(=CC=C2)OC)Cl